5-Cyano-2-{4-[5-(3-dimethylamino-propylamino)-pyrazin-2-yl]-benzylamino}-N-[(S)-1-(4-fluoro-phenyl)-ethyl]-nicotinamide C(#N)C=1C=NC(=C(C(=O)N[C@@H](C)C2=CC=C(C=C2)F)C1)NCC1=CC=C(C=C1)C1=NC=C(N=C1)NCCCN(C)C